FC1(CN(CCC1)CCCCC(=O)N)F 5-(3,3-difluoropiperidin-1-yl)pentanamide